ClC1=CC(=C(C=C1Cl)C1C(CN(CC1)C(=O)OC(C)(C)C)O)O tert-butyl 4-(4,5-dichloro-2-hydroxyphenyl)-3-hydroxypiperidine-1-carboxylate